C(C)(=O)N1CCN(CC1)C=1C=C2CCN(CC2=CC1)CS(=O)(=O)N(C)CC1=NC=CC=C1 6-(4-acetylpiperazin-1-yl)-N-(2-pyridinyl-methyl)-N-methyl-3,4-dihydroisoquinoline-2(1H)-methanesulfonamide